C(CCC)OC([C@@](CC1=CC(=C(C=C1)O)O)(C)N)=O (S)-2-amino-3-(3,4-dihydroxyphenyl)-2-methylpropionic acid butyl ester